C(C)(=O)N[C@@H](CSC=1N(C=2NC(NC(C2N1)=O)=O)CC1=CC=C(C=C1)F)C(=O)NCCOCCOCCOCCOCCOCCCCCCCl N2-Acetyl-N-(21-chloro-3,6,9,12,15-pentaoxahenicos-1-yl)-S-(9-(4-fluorobenzyl)-2,6-dioxo-2,3,6,9-tetrahydro-1H-purin-8-yl)-L-cysteinamide